(S)-2-(((9H-fluoren-9-yl)methoxy)carbonyl)-6-(benzyloxy)-1,2,3,4-tetrahydroisoquinoline-3-carboxylic acid C1=CC=CC=2C3=CC=CC=C3C(C12)COC(=O)N1CC2=CC=C(C=C2C[C@H]1C(=O)O)OCC1=CC=CC=C1